C(C)(=O)S[C@H]1CN(C[C@H](C1)F)C(=O)OC(C)(C)C tert-butyl (3R,5S)-3-(acetylthio)-5-fluoropiperidine-1-carboxylate